(4-fluorophenyl)-1-(2-oxo-2-(1-oxo-2,8-diazaspiro[4.5]decan-8-yl)ethyl)piperidine-4-carboxamide FC1=CC=C(C=C1)C1N(CCC(C1)C(=O)N)CC(N1CCC2(CCNC2=O)CC1)=O